3-amino-N-(1-methylcyclopropyl)quinoline-6-sulfonamide NC=1C=NC2=CC=C(C=C2C1)S(=O)(=O)NC1(CC1)C